N1C=NC(=C1)CNC1=NN(C2=CC=CC(=C12)C1=CC=C(C=C1)C=1CCCCC1)C(C(=O)O)CC=O ((((1H-imidazol-4-yl)methyl)amino)-4-(2',3',4',5'-tetrahydro-[1,1'-biphenyl]-4-yl)-1H-indazol-1-yl)-4-oxobutanoic acid